COC1=C(C=CC=C1OC)C=1N=C2SCCCN2C(C1C#N)=O 8-(2,3-dimethoxyphenyl)-6-oxo-2H,3H,4H,6H-pyrimido[2,1-b][1,3]thiazine-7-carbonitrile